bis-(1,2,2,6,6-pentamethylpiperidin-4-yl) p-methoxyphenylmethylenemalonate COC1=CC=C(C=C1)C=C(C(=O)OC1CC(N(C(C1)(C)C)C)(C)C)C(=O)OC1CC(N(C(C1)(C)C)C)(C)C